4-aminophthalhydrazide NC=1C=C2C(C(=O)NNC2=O)=CC1